[Sc].[Nb] niobium-scandium